CN(CCOC1=CC=CC=C1)C dimethyl-2-phenoxy-ethylamine